4-cyano-4-(thiobenzoylthio)valeric acid C(#N)C(CCC(=O)O)(C)SC(C1=CC=CC=C1)=S